OC1=C(C=CC(=C1)OC(C)C(=O)OCCCCCCCC)C1=NC(=NC(=N1)C1=CC=C(C=C1)C1=CC=CC=C1)C1=CC=C(C=C1)C1=CC=CC=C1 2-[2-hydroxy-4-(1-octyloxycarbonyl-ethoxy)phenyl]-4,6-bis(4-phenylphenyl)-1,3,5-triazine